(1R,3aS,5aR,7S,9aS,11aR)-4,4-difluoro-1-[(2R)-5-(hydroxycyclopropyl)pentan-2-yl]-9a,11a-dimethylhexadecahydro-1H-cyclopenta[1,2-a]phenanthrene-7-ol FC1(C[C@H]2C[C@H](CC[C@@]2(C2CC[C@]3([C@H](C12)CC[C@@H]3[C@H](C)CCCC3(CC3)O)C)C)O)F